1-(4-((4-amino-7-isopropyl-5-(4-(6-methylpyridin-2-yl-amino)phenyl)-7H-pyrrolo[2,3-d]pyrimidin-6-yl)ethynyl)-piperidin-1-yl)prop-2-en-1-one NC=1C2=C(N=CN1)N(C(=C2C2=CC=C(C=C2)NC2=NC(=CC=C2)C)C#CC2CCN(CC2)C(C=C)=O)C(C)C